COC1=CC=C(CNC=2N=CC3=C(N2)C2(C(N(C3)C=3C=C(C=NC3C)NC(C3=CC(=CC=C3)C(F)(F)F)=O)=O)CC2)C=C1 N-(5-(2'-((4-methoxybenzyl)amino)-7'-oxo-5'H-spiro[cyclopropane-1,8'-pyrido[4,3-d]pyrimidine]-6'(7'H)-yl)-6-methylpyridin-3-yl)-3-(trifluoromethyl)benzamide